[1,3-Bis(2,6-Di-3-pentylphenyl)imidazole-2-ylidene](3-chloropyridyl)dichloropalladium(II) CCC(CC)C1=C(C(=CC=C1)C(CC)CC)N1C(N(C=C1)C1=C(C=CC=C1C(CC)CC)C(CC)CC)=[Pd-3](Cl)(Cl)C1=NC=CC=C1Cl